N=1C=CN2C1CC(CC2)COC2=CC=C(C=N2)CN [6-(5,6,7,8-tetrahydroimidazo[1,2-a]pyridin-7-ylmethoxy)-3-pyridinyl]methylamine